C(C1=CC=CC=C1)N1CCC2(CN3N(C(CC3)C3=CC(=CC(=C3)F)F)C2=O)CC1 1-benzyl-7'-(3,5-difluorophenyl)dihydro-1'H,3'H,5'H-spiro[piperidine-4,2'-pyrazolo[1,2-a]pyrazol]-1'-one